2-([4-[([4-[1-methyl-4-(trifluoromethyl)-1H-imidazol-2-yl]phenyl]methyl)amino]-2-[2-(propan-2-yl)phenyl]pyrimidin-5-yl]oxy)acetic acid CN1C(=NC(=C1)C(F)(F)F)C1=CC=C(C=C1)CNC1=NC(=NC=C1OCC(=O)O)C1=C(C=CC=C1)C(C)C